C1(=CC=C(C=C1)SC1C(C=CCC1)=O)C 3-(4-tolylthio)cyclohexen-2-one